N-(((1R,5S,6s)-3-(5-(3-cyano-6-(1-methyl-1H-pyrazol-4-yl)pyrazolo[1,5-a]pyridin-4-yl)pyridin-2-yl)-3-azabicyclo[3.1.0]hexan-6-yl)methyl)-2-methoxyisonicotinamide C(#N)C=1C=NN2C1C(=CC(=C2)C=2C=NN(C2)C)C=2C=CC(=NC2)N2C[C@@H]1C([C@@H]1C2)CNC(C2=CC(=NC=C2)OC)=O